6-(bromomethyl)-4'-chloro-4,4-dimethyl-2,3,4,5-tetrahydro-1,1'-biphenyl BrCC=1CC(CCC1C1=CC=C(C=C1)Cl)(C)C